[Cl-].C(CCCCCCCCCCCCCCC)NC1=NC(=NC(=N1)OCC[Si](OCC)(OCC)OCC)[N+]1(CCCC1)C 1-(4-(Hexadecylamino)-6-(2-(triethoxysilyl)ethoxy)-1,3,5-triazin-2-yl)-1-methylpyrrolidin-1-ium chlorid